C(CCC)[Si](OCCCC1=CC=C(C=C1)S(=O)(=O)C)(C)C butyldimethyl(3-(4-(methylsulfonyl)phenyl)propoxy)silane